C(C)(C)(C)OC(=O)N1[C@@H](CN[C@H](C1)C)COC (2S,5S)-2-(methoxymethyl)-5-methylpiperazine-1-carboxylic acid tert-butyl ester